dodeca-2E,4Z-diene C\C=C\C=C/CCCCCCC